(S)-α-fluorophenethyl alcohol F[C@@H](CC1=CC=CC=C1)O